C(CCCCCCCC(=O)N)(=O)N Azelaic diamide